N-[(1S)-2,2-difluoro-1-[2-fluoro-4-(trifluoromethyl)phenyl]ethyl]-2-methyl-propane-2-sulfinamide FC([C@H](C1=C(C=C(C=C1)C(F)(F)F)F)NS(=O)C(C)(C)C)F